NC=1N=CC=C2C1N(N=C2C2CCCC2)C2=CC=C(CNC(C1=C(C=CC=C1)OC)=O)C=C2 N-(4-(7-amino-3-cyclopentyl-1H-pyrazolo[3,4-c]pyridin-1-yl)benzyl)-2-methoxybenzamide